O=S1(CC(C1)N1C=CC2=C1N=C(N=C2CN2CCCC2)C=2C=C1CN(C(C1=CC2)=O)C2C(NC(CC2)=O)=O)=O 3-(5-(7-(1,1-dioxidothietan-3-yl)-4-(pyrrolidin-1-ylmethyl)-7H-pyrrolo[2,3-d]pyrimidin-2-yl)-1-oxoisoindolin-2-yl)piperidine-2,6-dione